CNC=1N=CC(=C2C=C(N=CC12)C1(CC1)C(=O)N)C=1N=C(SC1)C (8-(methylamino)-5-(2-methylthiazol-4-yl)-2,7-naphthyridin-3-yl)cyclopropanecarboxamide